CC(CC)CCCC(CCCCCC)C 3,7-dimethyltridecane